C1(CCC1)COC(=O)NC(C(=O)O)CCN(CCCCC1=NC=2NCCCC2C=C1)CCOC1=CC=CC=C1 2-(cyclobutylmethoxycarbonylamino)-4-[2-phenoxyethyl-[4-(5,6,7,8-tetrahydro-1,8-naphthyridin-2-yl)butyl]amino]butanoic acid